ClC1=C2OC=3C=C(C=CC3C(C2=C(C=C1)Cl)=O)N1C[C@@H](CC1)C(=O)O (3R)-1-(5,8-dichloro-9-oxo-xanthen-3-yl)pyrrolidine-3-carboxylic acid